triacetylurea C(C)(=O)NC(N(C(C)=O)C(C)=O)=O